N-[2-(5-fluoro-2-methyl-1H-indol-3-yl)ethyl]-6-methyl-4-[(1-methylcyclopropyl)amino]furo[2,3-d]pyrimidine-5-carboxamide FC=1C=C2C(=C(NC2=CC1)C)CCNC(=O)C1=C(OC=2N=CN=C(C21)NC2(CC2)C)C